C(C)(C)(C)SC=1C=C(C=CC1)C=1NC2=CC=C(C=C2C1)SCC(=O)O 2-((2-(3-(tert-butylthio)phenyl)-1H-indol-5-yl)thio)acetic acid